ClC1=C(C=CC=C1Cl)N1CCN(CC1)CCCN(C(C1=CC=CC=C1)=O)CCC N-[3-[4-(2,3-dichlorophenyl)piperazin-1-yl]propyl]-N-propylbenzamide